CC1=C(C=C(C(=C1C(=O)O)C)N)N dimethyl-3,5-diaminobenzoic acid